ClC=1C(=NC=CC1C=1C(=C(C=CC1)C1=CC=C(C(=N1)OC)CNCCCF)C(F)(F)F)C1=CC(=C(C=C1)CNCCCF)OC N-((6-(3-(3-Chloro-2-(4-(((3-fluoropropyl)amino)methyl)-3-methoxyphenyl)pyridin-4-yl)-2-(trifluoromethyl)phenyl)-2-methoxypyridin-3-yl)methyl)-3-fluoropropan-1-amine